methyl 2-[(tert-butoxycarbonyl)amino]-4,4-difluorocyclopentane-1-carboxylate C(C)(C)(C)OC(=O)NC1C(CC(C1)(F)F)C(=O)OC